C(#N)[C@H]1[C@@H](COCC1)N1N=C(C(=C1)C(=O)N)NC=1C(=CC2=C(C=CB(O2)O)C1)F 1-(trans-4-cyanotetrahydro-2H-pyran-3-yl)-3-((7-fluoro-2-hydroxy-2H-benzo[e][1,2]oxaborinin-6-yl)amino)-1H-pyrazole-4-carboxamide